β-hydroxyethyl terephthalate C(C1=CC=C(C(=O)[O-])C=C1)(=O)OCCO